2-(3-chlorophenyl)acetonitrile ClC=1C=C(C=CC1)CC#N